2-[4-[6-[(4-Cyano-2-fluoro-phenyl)methoxy]-2-pyridinyl]-2-fluoro-3-methyl-phenyl]acetic acid methyl ester COC(CC1=C(C(=C(C=C1)C1=NC(=CC=C1)OCC1=C(C=C(C=C1)C#N)F)C)F)=O